N4-cyclopentyl-N2-(2-methoxy-4-(4-methylpiperazin-1-yl)phenyl)-5-nitropyrimidine-2,4-diamine C1(CCCC1)NC1=NC(=NC=C1[N+](=O)[O-])NC1=C(C=C(C=C1)N1CCN(CC1)C)OC